ClC=1SC(=CN1)C1=NC=C(C=C1)OC 2-chloro-5-(5-methoxypyridin-2-yl)thiazole